tert-butyl (4R,7S,8S)-13-chloro-16,17-dimethyl-10-oxa-2,12,18,20-tetrazapentacyclo[9.7.1.14,7.02,8.015,19]icosa-1(18),11(19),12,14,16-pentaene-20-carboxylate ClC1=NC=2OC[C@@H]3[C@@H]4CC[C@H](CN3C3=NC(=C(C(=C1)C32)C)C)N4C(=O)OC(C)(C)C